4-(4-((3S,4S)-3-amino-4-fluoropyrrolidin-1-yl)-6-methylquinazolin-2-yl)-1-(cyclopropylimino)-2,3,4,5-tetrahydro-benzo[f][1,4]thiazepine N[C@H]1CN(C[C@@H]1F)C1=NC(=NC2=CC=C(C=C12)C)N1CCS(C2=C(C1)C=CC=C2)=NC2CC2